Cl.C(C1=CC=CC=C1)NC=1C2=C(N=C(N1)N1C(=CC=3C(=CC=CC13)C(=O)N)C)NCCC2 1-(4-(benzylamino)-5,6,7,8-tetrahydropyrido[2,3-d]pyrimidin-2-yl)-2-methyl-1H-indole-4-carboxamide hydrochloride